(2S,5S)-1-((methoxycarbonyl)-L-valyl)-5-methylpyrrolidine-2-carboxylic acid ethyl ester C(C)OC(=O)[C@H]1N([C@H](CC1)C)C([C@@H](NC(=O)OC)C(C)C)=O